N[C@H](C(=O)OCC1=CC=CC=C1)CC1=C(C=C(C=C1C)O[Si](C)(C)C(C)(C)C)C benzyl (S)-2-amino-3-(4-((tert-butyldimethylsilyl)oxy)-2,6-dimethylphenyl)propanoate